O1C(=NC2=C1C=CC=C2)N2C(NC(C1=CC=CC=C21)=O)=O benzooxazolyl-Quinazoline-2,4(1H,3H)-dione